COC=1C=C(C=C(C1)C)N1C=NC(=C1)[N+](=O)[O-] 1-(3-methoxy-5-methylphenyl)-4-nitro-1H-imidazole